3-methyl-7-(4,4,5,5-tetramethyl-1,3,2-dioxaborolan-2-yl)quinoline CC=1C=NC2=CC(=CC=C2C1)B1OC(C(O1)(C)C)(C)C